C1(CCC1)N(C(OC(C)(C)C)=O)C1CN(CC1)C=1N=NC(=CC1)C1=C(C=C(C=C1)C=1OC(=CC1)C)OCOC tert-butyl N-cyclobutyl-N-(1-{6-[2-(methoxymethoxy)-4-(5-methylfuran-2-yl)phenyl]pyridazin-3-yl}pyrrolidin-3-yl)carbamate